FC=1C=C2C(=CNC2=CC1F)I 5,6-Difluoro-3-iodo-1H-indole